N1C=CC2=CC=3N([C@@H]4[C@@H](OC3N=C21)COCC4)C4=C(C(=O)N)C=CC=C4 2-((5aS,9aR)-6,7,9,9a-tetrahydro-1H-pyrano[3,4-b]pyrrolo[3',2':5,6]pyrido[3,2-e][1,4]oxazin-5(5aH)-yl)benzamide